FC(CN1N=CC=2C1=NC(=CN2)N2CCC1(CC(N(C1)CC=1SC(=CN1)C)=O)CC2)F 8-(1-(2,2-difluoroethyl)-1H-pyrazolo[3,4-b]pyrazin-6-yl)-2-((5-methylthiazol-2-yl)methyl)-2,8-diazaspiro[4.5]decan-3-one